ClC1=C(C(=O)NS(=O)(=O)N(C(C)C)C)C=C(C(=C1)F)N1C(N(C(=CC1=O)C(F)(F)F)C)=O 2-chloro-5-[3,6-dihydro-3-methyl-2,6-dioxo-4-(trifluoromethyl)-1-(2H)pyrimidinyl]-4-fluoro-N-[[methyl-(1-methylethyl)amino]sulfonyl]benzamide